C(C(C)C)NC=1N=CC2=C(N1)NC=C2C=2C=C1C(=NC2)N=C(N1C(C)C)C N-Isobutyl-5-(1-isopropyl-2-methyl-1H-imidazo[4,5-b]pyridin-6-yl)-7H-pyrrolo[2,3-d]pyrimidin-2-amine